aluminum vanadium niobium chromium [Cr].[Nb].[V].[Al]